5-chloro-N-(2,4-difluoro-3-(8-methyl-2-(methylthio)-7-oxo-7,8-dihydropyrido[2,3-d]pyrimidin-6-yl)phenyl)-2-methoxypyridine-3-sulfonamide ClC=1C=C(C(=NC1)OC)S(=O)(=O)NC1=C(C(=C(C=C1)F)C1=CC2=C(N=C(N=C2)SC)N(C1=O)C)F